ClC=1C=C(C=CC1Cl)C=1N=C(SC1SC(C)C)N1N=C(C(=C1C(=O)O)C1=CC(=NC=C1)C)C 1-(4-(3,4-dichlorophenyl)-5-(isopropylsulfanyl)thiazol-2-yl)-3-methyl-4-(2-methylpyridin-4-yl)-1H-pyrazole-5-carboxylic acid